2-(3,4-dichlorophenyl)-1-ethyl-6-(imidazo[4,5-b]pyridin-1-ylmethyl)-4-oxo-pyridine-3-carboxylic acid ClC=1C=C(C=CC1Cl)C=1N(C(=CC(C1C(=O)O)=O)CN1C=NC2=NC=CC=C21)CC